(S)-N-(2,3-dichlorobenzyl)-5-fluoro-8-methylene-5,6,7,8-tetrahydroquinoline-5-carboxamide ClC1=C(CNC(=O)[C@]2(C=3C=CC=NC3C(CC2)=C)F)C=CC=C1Cl